C1N(CC2=CC=CC=C12)C1=NC=CC=C1C(=O)NS(=O)(=O)C1=CC=NN1 2-isoindolin-2-yl-N-(1H-pyrazol-5-ylsulfonyl)pyridine-3-carboxamide